6-Methyl-7-(1-(pyridin-2-ylmethyl)piperidin-3-yl)-3-(pyridin-4-yl)pyrazolo[1,5-a]pyrimidine CC=1C=NC=2N(C1C1CN(CCC1)CC1=NC=CC=C1)N=CC2C2=CC=NC=C2